[Si](C)(C)(C(C)(C)C)O[C@@H](C[C@@H](C1=C(C(=CC=C1)OC)C)N[S@@](=O)C(C)(C)C)CCl (S)-N-[(1S,3S)-3-[tert-butyl(dimethyl)silyl]oxy-4-chloro-1-(3-methoxy-2-methyl-phenyl)butyl]-2-methyl-propane-2-sulfinamide